(E)-2-methyl-but-2-endicarboxylic acid diethyl ester C(C)OC(=O)C(\C(=C\C)\C)C(=O)OCC